B(O)(O)O.OC1=CC2=CC=CC=C2C=C1C(=O)O 2-hydroxy-3-naphthoic acid borate